1,3-dibutyl-benzotriazole C(CCC)N1NN(C2=C1C=CC=C2)CCCC